(R)-1-(6-(4-(5,6-dichloro-1H-indazol-4-yl)-3-(2,2-dimethyl-4-((morpholino-d8)methyl)piperidin-1-yl)-5-methyl-1H-pyrazol-1-yl)-2-azaspiro[3.3]heptan-2-yl)prop-2-en-1-one ClC=1C(=C2C=NNC2=CC1Cl)C=1C(=NN(C1C)C1CC2(CN(C2)C(C=C)=O)C1)N1C(C[C@@H](CC1)CN1C(C(OC(C1([2H])[2H])([2H])[2H])([2H])[2H])([2H])[2H])(C)C